1-(2-hydroxyethyl)-3,3-dimethylindoline OCCN1CC(C2=CC=CC=C12)(C)C